CN1N=C(C2=CC=C(C=C12)N1CCNCC1)N1C(NC(CC1)=O)=O 1-(1-methyl-6-piperazin-1-yl-indazol-3-yl)hexahydropyrimidine-2,4-dione